C1(CC1)N1CCP(CC1)(C1=CC(=C(C=C1)NC=1N=C(C2=C(N1)NC=C2C(F)(F)F)N[C@@H]2COCC2)OC)=O (S)-1-cyclopropyl-4-(3-methoxy-4-((4-((tetrahydrofuran-3-yl)amino)-5-(trifluoromethyl)-7H-pyrrolo[2,3-d]pyrimidin-2-yl)amino)phenyl)-1,4-azaphosphinane 4-oxide